C1(CCCCC1)COC1=C(C(=CC=C1)O)C(/C=C/C1=CC=C(C=C1)S(=O)(=O)N)=O 4-[(E)-3-[2-(Cyclohexylmethoxy)-6-hydroxyphenyl]-3-oxoprop-1-enyl]benzenesulfonamide